ClC1=C(C=CC=C1)CC(=O)NC1=CC(=C(C=C1)OCC1[C@H]2COC[C@@H]12)S(N)(=O)=O 2-(2-chlorophenyl)-N-{4-[(1R,5S,6r)-3-oxabicyclo[3.1.0]hexane-6-ylmethoxy]-3-sulfamoylphenyl}acetamide